silyl-ethyldimethyl-chlorosilane [SiH3]C[Si](Cl)(C)CC